5-[6-(2,6-dimethylquinazolin-4-yl)-7,8-dihydro-5H-1,6-naphthyridin-3-yl]-2-methyl-thiazole CC1=NC2=CC=C(C=C2C(=N1)N1CC=2C=C(C=NC2CC1)C1=CN=C(S1)C)C